O=C1NC(CCC1N1C=NC2=C1C=CC(=C2)C#CCNC(C2=NC=C(C=C2)C=2N=CC1=C(C=CC=C1C2)C2=C1C=C(C(N(C1=CC(=C2)CC)C)=O)C)=O)=O N-(3-(1-(2,6-dioxopiperidin-3-yl)-1H-benzo[d]imidazol-5-yl)prop-2-yn-1-yl)-5-(8-(7-ethyl-1,3-dimethyl-2-oxo-1,2-dihydro-quinolin-5-yl)isoquinolin-3-yl)picolinamide